C[C@H]1[C@@H]2CC[C@H]3[C@@]4(CC[C@@H]([C@]4(CC[C@@]35[C@@]2(C5)CCC1=O)C)[C@H](C)CCC(=C)C(C)C)C The molecule is a pentacyclic triterpenoid that is 4alpha,14-dimethyl-9beta,19-cyclo-5alpha-ergost-24(28)-ene which is substituted by an oxo group at position 3. It has been isolated from several plant species including Quercus variabilis, Ammocharis coranica, Solanum cernuum and Tinospora crispa. It has a role as a plant metabolite. It is a 3-oxo-5alpha-steroid, a pentacyclic triterpenoid and a cyclic terpene ketone. It derives from a hydride of a 5alpha-ergostane.